ClCC1=CC=C(C=C1)CC[SiH2]OCC (4-chloromethyl-phenyl)ethylethoxysilane